CC1C2=CN(N=C2C2=C(C1)OC(=C2C)C(=O)[O-])CC2=NC=CC=C2 4,8-dimethyl-2-[(pyridin-2-yl) methyl]-4,5-dihydro-2H-furo[2,3-g]indazole-7-carboxylate